2-(2-fluoro-4-methoxyphenyl)isoindole-1,3-dione tert-butyl-6-(((4-nitro-1-((2-(trimethylsilyl)ethoxy)methyl)-1H-pyrazol-3-yl)oxy)methyl)-2-azaspiro[3.3]heptane-2-carboxylate C(C)(C)(C)OC(=O)N1CC2(C1)CC(C2)COC2=NN(C=C2[N+](=O)[O-])COCC[Si](C)(C)C.FC2=C(C=CC(=C2)OC)N2C(C1=CC=CC=C1C2=O)=O